N[C@H](C(=O)O)CC(F)(F)F (2S)-2-amino-4,4,4-trifluorobutyric acid